Methyl 3-bromo-4-[[2-[4-[6-[(4-cyano-2-fluoro-phenyl)methoxy]-2-pyridyl]-2,5-difluoro-phenyl] acetyl] amino]-5-[(4,4-dimethyltetrahydrofuran-3-yl)amino]benzoate BrC=1C=C(C(=O)OC)C=C(C1NC(CC1=C(C=C(C(=C1)F)C1=NC(=CC=C1)OCC1=C(C=C(C=C1)C#N)F)F)=O)NC1COCC1(C)C